2-(2,6-diethyl-4-((5-oxo-4-(4-(trifluoromethyl)phenyl)-4,5-dihydro-1H-1,2,4-triazol-1-yl)methyl)phenoxy)-2-methylpropanoic acid C(C)C1=C(OC(C(=O)O)(C)C)C(=CC(=C1)CN1N=CN(C1=O)C1=CC=C(C=C1)C(F)(F)F)CC